Inosine 5'-monophosphate P(=O)(O)(O)OC[C@@H]1[C@H]([C@H]([C@@H](O1)N1C=NC=2C(O)=NC=NC12)O)O